N[C@@H]1[C@@H](OCC12CCN(CC2)C=2C(=NC(=C(N2)C)SC2=C(C(=NC=C2)N2CC(C2)S(=O)(=O)C)Cl)CO)C {3-[(3S,4S)-4-amino-3-methyl-2-oxa-8-azaspiro[4.5]decan-8-yl]-6-{[3-chloro-2-(3-methanesulfonylazetidin-1-yl)pyridin-4-yl]sulfanyl}-5-methylpyrazin-2-yl}methanol